methyl (2S,4R)-1-((S)-2-azido-3,3-dimethylbutanoyl)-4-hydroxypyrrolidine-2-carboxylate N(=[N+]=[N-])[C@H](C(=O)N1[C@@H](C[C@H](C1)O)C(=O)OC)C(C)(C)C